BrC1=C(O[C@H]2[C@@H](N(CC2)C(=O)N2C[C@@H]3[C@@H](OCC(N3)=O)CC2)C)C=C(C=C1)C(F)(F)F |o1:4,5| (4aR,8aS)-6-[rel-(2S,3R)-3-[2-Bromo-5-(trifluoromethyl)phenoxy]-2-methyl-pyrrolidine-1-carbonyl]-4,4a,5,7,8,8a-hexahydropyrido[4,3-b][1,4]oxazin-3-one